((1-benzylpiperidin-4-yl)(4,5-dichloro-2-hydroxyphenyl)methyl)-2-methylpropane-2-sulfinamide C(C1=CC=CC=C1)N1CCC(CC1)C(C1=C(C=C(C(=C1)Cl)Cl)O)CC(C)(S(=O)N)C